C[O-].C(CC)[Zn+] propylzinc methoxide